N-(1-methylcyclobutyl)-1-(8-(3-(trifluoromethyl)-1,2,4-oxadiazol-5-yl)-8-azabicyclo[3.2.1]oct-3-yl)piperidine-4-carboxamide CC1(CCC1)NC(=O)C1CCN(CC1)C1CC2CCC(C1)N2C2=NC(=NO2)C(F)(F)F